ClC1=NC=C(C(=N1)NC=1C=CC=C2CCCN(C12)C(CC)=O)Cl 1-(8-((2,5-dichloropyrimidin-4-yl)amino)-3,4-dihydroquinolin-1(2H)-yl)propan-1-on